C(C)(CCC)OC(C)CCC di(secondary pentyl) ether